2-[1-(2,2-difluoroethyl)-1H-pyrazolo[3,4-b]pyrazin-6-yl]-6-[2-(trifluoromethyl)pyridin-3-yl]-2,6-diazaspiro[3.5]nonane FC(CN1N=CC=2C1=NC(=CN2)N2CC1(C2)CN(CCC1)C=1C(=NC=CC1)C(F)(F)F)F